C(C(C)(C)C)(=O)[O-].[Ag+] silver pivaloate